C[Si](O[Si](O[Si](O[Si](C1=CC=CC=C1)(C)C)(C1=CC=CC=C1)C)(C1=CC=CC=C1)C)(C1=CC=CC=C1)C 1,1,3,5,7,7-hexamethyl-1,3,5,7-tetraphenyl-tetrasiloxane